(1-(4-(((2-Amino-9H-purin-6-yl)oxy)methyl)phenyl)-3-oxo-6,9,12,15,18,21,24,27,30,33-decaoxa-2-azapentatriacontan-35-yl)-N4-(5-sulfamoyl-1,3,4-thiadiazol-2-yl)succinamide NC1=NC(=C2N=CNC2=N1)OCC1=CC=C(C=C1)CNC(CCOCCOCCOCCOCCOCCOCCOCCOCCOCCOCCC(C(=O)N)CC(=O)NC=1SC(=NN1)S(N)(=O)=O)=O